5-(cyclopropylmethyl)-1-methyl-1H-pyrazol C1(CC1)CC1=CC=NN1C